CNCC=1C(NC(N([C@H]2[C@H](O)[C@H](O)[C@@H](CO)O2)C1)=[Se])=O 5-methylaminomethyl-2-selenouridine